4-[[4-[[(3R,4R)-1-(2-cyanoacetyl)-4-methyl-3-piperidinyl]-methyl-amino]pyrrolo[2,3-d]pyrimidine-7-carbonyl]amino]butanoic acid C(#N)CC(=O)N1C[C@@H]([C@@H](CC1)C)N(C=1C2=C(N=CN1)N(C=C2)C(=O)NCCCC(=O)O)C